(6R,8aS)-6-(8-amino-1-(4-(hydroxy-1-phenylethyl)phenyl)imidazo[1,5-a]pyrazin-3-yl)hexahydroindolizin-3(2H)-one NC=1C=2N(C=CN1)C(=NC2C2=CC=C(C=C2)C(CO)C2=CC=CC=C2)[C@H]2CN1C(CC[C@@H]1CC2)=O